2-(3,3-difluoro-4-(((5-fluoro-6-(3-(5-(trifluoromethyl)pyridin-2-yl)morpholino)pyrimidin-4-yl)amino)methyl)piperidin-1-yl)acetamide FC1(CN(CCC1CNC1=NC=NC(=C1F)N1C(COCC1)C1=NC=C(C=C1)C(F)(F)F)CC(=O)N)F